(E)-3-(4-methoxyphenyl)-2-nitromethyl-1-phenylpropan-2-en-1-one COC1=CC=C(C=C1)/C=C(/C(=O)C1=CC=CC=C1)\C[N+](=O)[O-]